Cl.N[C@H](C(=O)O)CC1=CC=C(C=C1)OC=1C2=C(N=C(N1)N)N(C=C2)CC2=C(C=C(C=C2)F)Br (S)-2-amino-3-(4-((2-amino-7-(2-bromo-4-fluorobenzyl)-7H-pyrrolo[2,3-d]pyrimidin-4-yl)oxy)phenyl)propanoic acid hydrochloride